(S)-4-(5-(3-((2-((S)-3-carboxybutanoyl)-6-methoxybenzo[d]thiazol-5-yl)oxy)propoxy)-6-methoxyisoindolin-2-yl)-2-methyl-4-oxobutanoic acid C(=O)(O)[C@H](CC(=O)C=1SC2=C(N1)C=C(C(=C2)OC)OCCCOC=2C=C1CN(CC1=CC2OC)C(C[C@@H](C(=O)O)C)=O)C